CN1N=NC(=C1C=1C=C2C(=NC1)C1=C(N2C(CCC(F)(F)F)C2=NC=CC=C2F)C(=NN1C)C(C)(C)O)C 2-(6-(1,4-Dimethyl-1H-1,2,3-triazol-5-yl)-1-methyl-4-(4,4,4-trifluoro-1-(3-fluoropyridin-2-yl)butyl)-1,4-dihydropyrazolo[3',4':4,5]pyrrolo[3,2-b]pyridine-3-yl)propan-2-ol